methyl (2E)-2-[2-(bromomethyl) phenyl]-2-methoxyimino-acetate BrCC1=C(C=CC=C1)\C(\C(=O)OC)=N/OC